indium arsenic sulfide [As]=S.[In]